C1(CC1)C1=CC=C(C=C1)C(C)N1C[C@@H](N(C[C@H]1CC)C=1C2=C(N(C(N1)=O)C)C=CC(=N2)C#N)C 4-((2S,5R)-4-(1-(4-cyclopropylphenyl)ethyl)-5-ethyl-2-methylpiperazin-1-yl)-1-methyl-2-oxo-1,2-dihydropyrido[3,2-d]pyrimidine-6-carbonitrile